ClC1=C(C=C2C(=C(C(N(C2=N1)C1=C(C=NN1C(C)C)C)=O)[N+](=O)[O-])O)F 7-chloro-6-fluoro-4-hydroxy-1-(1-isopropyl-4-methyl-1H-pyrazol-5-yl)3-nitro-1,8-naphthyridin-2(1H)-one